2-(1,3-dimethylindolin-3-yl)ethan-1-ol CN1CC(C2=CC=CC=C12)(C)CCO